Ethyl 1-(1-ethoxy-2-methyl-1-oxopropan-2-yl)-3-(4-fluorophenyl)-1H-pyrazole-5-carboxylate C(C)OC(C(C)(C)N1N=C(C=C1C(=O)OCC)C1=CC=C(C=C1)F)=O